3-methyl-2-benzyl-4-pentynoate CC(C(C(=O)[O-])CC1=CC=CC=C1)C#C